2,6-dichloro-4-phenoxy-2,6-dichloro-1-naphthyl carbonate C(OC=1C(C=C(C2=CC(C=CC12)(Cl)Cl)OC1=CC=CC=C1)(Cl)Cl)([O-])=O